N-(1-ethylpyrrolidin-3-yl)-N-methyl-2-(1-phenyl-1H-pyrazol-4-yl)-1,3-thiazole-4-carboxamide C(C)N1CC(CC1)N(C(=O)C=1N=C(SC1)C=1C=NN(C1)C1=CC=CC=C1)C